cetylmyristic acid C(CCCCCCCCCCCCCCC)C(C(=O)O)CCCCCCCCCCCC